COC1=C(NCC#CC2=CC(=C3C=CN(C3=C2)CC(F)(F)F)NC(=O)C2C(CN(CC2)C(=O)OC(C)(C)C)C)C=CC(=C1)S(=O)(=O)C tert-butyl 4-[[6-[3-(2-methoxy-4-methylsulfonyl-anilino)prop-1-ynyl]-1-(2,2,2-trifluoroethyl)indol-4-yl]carbamoyl]-3-methyl-piperidine-1-carboxylate